C(N)(O[C@@H]1[C@H](NCCC1)CC(CN1C=NC2=CC(=C(C=C2C1=O)Cl)Br)=O)=O (2R,3S)-2-(3-(7-bromo-6-chloro-4-oxoquinazolin-3(4H)-yl)-2-oxopropyl)piperidin-3-yl carbamate